(E)-N-hydroxy-3-(2-(4-(isoquinoline-5-sulfonamido)piperidin-1-yl)phenyl)acrylamide ONC(\C=C\C1=C(C=CC=C1)N1CCC(CC1)NS(=O)(=O)C=1C=2C=CN=CC2C=CC1)=O